Cl.C1NCC12NC(NC2)=O 2,5,7-triazaspiro[3.4]Octane-6-one hydrochloride